chloro-2',8'-dimethylspiro[cyclopentane-1,6'-pyrrolo[3,2-g]quinazoline]-7'(8'H)-one ClC1=NC(=NC2=CC3=C(C=C12)C1(C(N3C)=O)CCCC1)C